N1CC(CC1)OCCN1CCN(CC1)CC1=CC=C(C=C1)C1=CN(C=2N=C(N=CC21)NCCC(F)(F)F)[C@@H]2CC[C@H](CC2)O trans-4-[5-[4-([4-[2-(pyrrolidin-3-yloxy)ethyl]piperazin-1-yl]methyl)phenyl]-2-[(3,3,3-trifluoropropyl)amino]-7H-pyrrolo[2,3-d]pyrimidin-7-yl]cyclohexan-1-ol